BrC1=CC=C(C(=N1)C)C(=O)N(C)OC 6-bromo-N-methoxy-N,2-dimethyl-pyridine-3-carboxamide